[3-chloro-2-(4-(1H-pyrrolo[2,3-b]pyridin-4-yl)-1H-pyrazol-1-yl)-5-(trifluoromethyl)phenyl]acetonitrile ClC=1C(=C(C=C(C1)C(F)(F)F)CC#N)N1N=CC(=C1)C1=C2C(=NC=C1)NC=C2